C(C)N(C1=NC(=NC(=N1)S)S)CC 6-diethylamino-1,3,5-triazine-2,4-dithiol